FC=1C=C(C=NC1)CC1CC2(CN(C2)C(=O)N2CC3(C2)NC(COC3)=O)C1 2-[6-[(5-fluoro-3-pyridyl)methyl]-2-azaspiro[3.3]heptane-2-carbonyl]-8-oxa-2,5-diazaspiro[3.5]nonan-6-one